1-(1-acryloylpiperidine-4-yl)-8-chloro-6-fluoro-7-(3-hydroxynaphthalen-1-yl)-4-((1-methylpyrrolidin-2-yl)methoxy)-1,3-dihydro-2H-imidazo[4,5-c]quinolin-2-one C(C=C)(=O)N1CCC(CC1)N1C(NC=2C(=NC=3C(=C(C(=CC3C21)Cl)C2=CC(=CC1=CC=CC=C21)O)F)OCC2N(CCC2)C)=O